FC(OC1=CC=C(C=C1)[C@@H]1CC[C@H](CC1)NC=1N=NNC1C(=O)O)(F)F 4-(((trans)-4-(4-(trifluoromethoxy)phenyl)cyclohexyl)amino)-1H-1,2,3-triazole-5-carboxylic acid